isopropylbenzene iron hexafluoroantimonate F[Sb-](F)(F)(F)(F)F.[Fe+2].C(C)(C)C1=CC=CC=C1.F[Sb-](F)(F)(F)(F)F